[Al].[Sr] strontium-aluminum